ClC=1C(=C(C=CC1)N1C(=CC=2C(=C(C(=NC2C1=O)O)[N+](=O)[O-])O)C(F)(F)F)C 7-(3-chloro-2-methylphenyl)-2,4-dihydroxy-3-nitro-6-(trifluoromethyl)-1,7-naphthyridin-8(7H)-one